C(C)N(C1=CC(=C(C=C1)C1(CC(=CC=N1)C1OC(=O)C2=CC=CC=C12)C1=C(N(C2=CC=CC=C12)CC)C)OCC)CC 3-(4-diethylamino-2-ethoxyphenyl)-3-(1-ethyl-2-methylindol-3-yl)-4-aza-phenylphthalide